P(=O)([O-])([O-])[O-].N1=C(N)N=C(N)N=C1N.[Al+3] aluminum melamine phosphate salt